C(C)C1=CC(=NN1C)C(C(=O)N)=CNC1=NC=CC2=CC=C(C=C12)C1=NOC(=N1)C (5-Ethyl-1-methyl-1H-pyrazol-3-yl)-3-((7-(5-methyl-1,2,4-oxadiazol-3-yl)isoquinolin-1-yl)amino)acrylamide